BrC1=C2C(=NC(=C1)C#N)N(C=C2)CC(F)F 4-bromo-1-(2,2-difluoroethyl)pyrrolo[2,3-b]pyridine-6-carbonitrile